(3S,4R)-4-(2,6-difluoro-4-methoxyphenyl)-3-{[5-(4-{[6-(trifluoromethyl)pyridin-3-yl]oxy}phenyl)-1,3,4-oxadiazol-2-yl]amino}pyrrolidin-2-one FC1=C(C(=CC(=C1)OC)F)[C@H]1[C@@H](C(NC1)=O)NC=1OC(=NN1)C1=CC=C(C=C1)OC=1C=NC(=CC1)C(F)(F)F